C(C)(C)(C)OC(NCC1=CC(=CC(=C1)C=1C=NN(C1)C1=CC=C(C=C1)OC)F)=O (3-Fluoro-5-(1-(4-methoxyphenyl)-1H-pyrazol-4-yl)benzyl)carbamic acid tert-butyl ester